(1R,3S,5R)-2-(2-(3-acetyl-5-(2-methylpyrimidin-5-yl)-1H-indazol-1-yl)acetyl)-N-((Z)-3-(2-chlorophenyl)-2-fluorobut-2-en-1-yl)-2-azabicyclo[3.1.0]hexane-3-carboxamide C(C)(=O)C1=NN(C2=CC=C(C=C12)C=1C=NC(=NC1)C)CC(=O)N1[C@@H]2C[C@@H]2C[C@H]1C(=O)NC/C(=C(\C)/C1=C(C=CC=C1)Cl)/F